OC=1C=C(C(=O)NC2=CC=CC=C2)C=C(C1)O 3,5-dihydroxy-N-phenyl-benzamide